N-isopropyl-2-((4-methyl-6-(((2-(2-oxo-3-(3-oxo-3,4-dihydro-2H-pyrido[3,2-b][1,4]oxazin-6-yl)oxazolidin-5-yl)ethyl)amino)methyl)-6,7-dihydro-5H-cyclopenta[c]pyridin-3-yl)oxy)acetamide C(C)(C)NC(COC1=C(C2=C(C=N1)CC(C2)CNCCC2CN(C(O2)=O)C=2C=CC=1OCC(NC1N2)=O)C)=O